C(C=C)(=O)N1CCN(CC1)C1(CCC(CC1)(F)F)C1=CC=C(C=C1)[C@H](C)NC=1N=CC2=C(N1)N(C(C=C2)=O)C(C)C 2-{[(1S)-1-{4-[1-(4-acryloylpiperazin-1-yl)-4,4-difluorocyclohexyl]phenyl}ethyl]amino}-8-(propan-2-yl)pyrido[2,3-d]pyrimidin-7(8H)-one